N,N-dimethyl-2-aminobenzoic acid CN(C1=C(C(=O)O)C=CC=C1)C